ClC1=C(C(=CC(=C1)C(F)(F)F)Cl)N1N=C(C=2C1=NC(=CC2C(C)C)O)C#N 1-(2,6-dichloro-4-(trifluoromethyl)phenyl)-6-hydroxy-4-isopropyl-1H-pyrazolo[3,4-b]pyridine-3-carbonitrile